2-(benzyloxy)-1-oxo-2,5-diazaspiro[3.4]octane-5-carboxylic acid tert-butyl ester C(C)(C)(C)OC(=O)N1C2(CN(C2=O)OCC2=CC=CC=C2)CCC1